[C@H]1([C@@H](O)[C@@H](O)[C@H](O)[C@H](O1)CO)OCCN(CCCCCCNCCCCNCCCCNCCNCCCCCC(=O)[O-])CCO[C@@H]1[C@@H](O)[C@@H](O)[C@H](O)[C@H](O1)CO 1-[(α-D-mannopyranosyl)oxy]-3-{2-[(α-D-mannopyranosyl)oxy] ethyl}-3,10,15,20,23-pentaazanonacosan-29-oate